3-(1H-benzo[d]imidazol-2-yl)-N,N-diethyl-2-imino-2H-pyrano[2,3-b]quinolin-8-amine N1C(=NC2=C1C=CC=C2)C2=CC=1C(=NC3=CC(=CC=C3C1)N(CC)CC)OC2=N